NC=1N=NC(=CC1N1C[C@H](C[C@H](C1)OC)C1=CC=C(C(=O)N2CCC(CC2)CN2CCC(CC2)N2C=CC3=C(C=CC=C23)N2CNCC=C2)C=C1)C1=C(C=CC=C1)O |o1:9,11| 1-(1-(1-((1-(4-((3R*,5R*)-1-(3-Amino-6-(2-hydroxyphenyl)pyridazin-4-yl)-5-methoxypiperidin-3-yl)benzoyl)piperidin-4-yl)methyl)piperidin-4-yl)-1H-indol-4-yl)dihydropyrimidine